CN1CCN(CC1)C(=O)NC=1N=CC2=CC=C(C=C2C1)C=1SC(=NN1)C 4-methyl-N-(6-(5-methyl-1,3,4-thiadiazol-2-yl)isoquinolin-3-yl)piperazine-1-carboxamide